2-(3,5-dichloro-4-((4-(difluoromethyl)-6-oxo-1,6-dihydropyridazin-3-yl)oxy)phenyl)-3,5-dioxo-2,3,4,5-tetrahydro-1,2,4-triazine-6-carbonitrile ClC=1C=C(C=C(C1OC1=NNC(C=C1C(F)F)=O)Cl)N1N=C(C(NC1=O)=O)C#N